ClC1=C(C=C(C=2C([C@]3(C(=CC(C[C@H]3C)=O)OC)OC21)=O)OC)C2=NC(=NO2)C(C)O (2s,5'r)-7-chloro-6-[3-(1-hydroxyethyl)-1,2,4-oxadiazol-5-yl]-3',4-dimethoxy-5'-methyl-spiro[benzofuran-2,4'-cyclohex-2-ene]-1',3-dione